methyl 2-bromo-5-hydroxybenzoate BrC1=C(C(=O)OC)C=C(C=C1)O